C(=O)(O)C1=C(C=C(C=C1)C1=CC(=C(C=C1)F)F)NC(=O)C1=C(C=C(C(=C1)C(=O)O)Cl)C(=O)O 2-({4-carboxy-3',4'-difluoro-[1,1'-biphenyl]-3-yl}carbamoyl)-5-chlorobenzene-1,4-dicarboxylic acid